3-(3-Chloro-4-fluorophenyl)-1-(6-methoxypyridin-3-yl)-1-((6-methyl-1,4,5,6-tetrahydrocyclopenta[c]pyrazol-3-yl)methyl)urea ClC=1C=C(C=CC1F)NC(N(CC=1C2=C(NN1)C(CC2)C)C=2C=NC(=CC2)OC)=O